C1(CC1)C1=C(C=C(C=C1)C(C)=O)C(F)(F)F (4-cyclopropyl-3-(trifluoromethyl)phenyl)ethan-1-one